methyl 5-[5-({5-[(5-bromo-2-nitrophenyl) amino]-5-methylhexyl} oxy)-1-methylpyrazol-4-yl]-1-methyl-6-oxopyridine-3-carboxylate BrC=1C=CC(=C(C1)NC(CCCCOC1=C(C=NN1C)C1=CC(=CN(C1=O)C)C(=O)OC)(C)C)[N+](=O)[O-]